4-((2r,4r)-4-cyclopropoxy-1-((5-methoxy-7-methyl-1H-indol-4-yl)methyl)piperidin-2-yl)benzoic acid C1(CC1)O[C@H]1C[C@@H](N(CC1)CC1=C2C=CNC2=C(C=C1OC)C)C1=CC=C(C(=O)O)C=C1